i-propyl ethylene (Z)-tert-Butyl 4-(3-methoxyisoxazol-5-yl)pent-2-enoate COC1=NOC(=C1)C(\C=C/C(=O)OC(C)(C)C)C.C(C)(C)C=C